COC1=C(C=C2C(=CC=NC2=C1)NC1=CC(=CC(=C1)C=1SC=C(C1)C)OC)C(=O)N 7-Methoxy-4-((3-Methoxy-5-(4-methylthiophen-2-yl)phenyl)amino)quinoline-6-carboxamide